ClC1=CC2=C(N=CN(C2=O)CC2(CCN(CC2)C(C2=CC=C(C=C2)Cl)=O)O)N1C1=CC=C(C=C1)[C@H]1NCCO[C@@H]1C 6-Chloro-3-((1-(4-chlorobenzoyl)-4-hydroxypiperidin-4-yl)methyl)-7-(4-((2r,3r)-2-methylmorpholin-3-yl)phenyl)-3,7-dihydro-4H-pyrrolo[2,3-d]pyrimidin-4-one